bis(dimethylethoxysilylpropyl) disulfide C[Si](OCC)(C)CCCSSCCC[Si](OCC)(C)C